C(C)(C)C1=C(C2=CC=CC=C2C=C1)B1OC(C(O1)(C)C)(C)C 2-(2-isopropylnaphthalen-1-yl)-4,4,5,5-tetramethyl-1,3,2-dioxaborolane